tert-butyl ((1r,3r)-3-(4-(pentafluoro-λ6-sulfaneyl)phenoxy)cyclobutyl)carbamate FS(C1=CC=C(OC2CC(C2)NC(OC(C)(C)C)=O)C=C1)(F)(F)(F)F